NC1=CC=C(C=N1)S(=O)(=O)NC1=NC(=C(C=C1)Cl)C1=C(C=C(C=C1)F)C 6-amino-N-(5-chloro-6-(4-fluoro-2-methylphenyl)pyridin-2-yl)pyridine-3-sulfonamide